4,4'-methylen-bis[N-(1-methyl-propyl)phenylamine] C(C1=CC=C(C=C1)NC(CC)C)C1=CC=C(C=C1)NC(CC)C